N1N=CC=C1C(=O)[O-] 5-pyrazolecarboxylate